C=1(C(=CC=C2C=CC=CC12)N)C=1C(=CC=C2C=CC=CC12)N 1,1'-Binaphthyl-2,2'-diamine